(1'R,2'R)-3,5'-dimethyl-2'-(prop-1-en-2-yl)-4-propyl-1',2',3',4'-tetrahydro-[1,1'-biphenyl]-2,6-diol CC1=C(C(=C(C=C1CCC)O)[C@H]1[C@@H](CCC(=C1)C)C(=C)C)O